BrC=1C=C(C(=O)N[C@H]2[C@@H](C2)C2=CC=CC=C2)C=CC1 3-bromo-N-((1R,2S)-2-phenylcyclopropyl)benzamide